ClC1=CC(=NC=C1)/C=C/CC[C@@H](C)NC(OC(C)(C)C)=O tert-butyl N-[(E,1R)-5-(4-chloro-2-pyridyl)-1-methyl-pent-4-enyl]carbamate